1,9,10,11-tetrahydro-8H-benzo[h]pyrrolo[3,4-b]quinolin-8-one C1C=CC=C2C=CC3=CC4=C(NC3=C21)CNC4=O